FC=1C(=NC(=NC1)OCC1=CC=C(C=C1)F)N 5-Fluoro-2-[(4-fluorobenzyl)oxy]pyrimidin-4-amin